N[C@H](C(=O)[O-])CCN (2S)-2,4-diaminobutyrate